tert-butyl (2-((3-amino-4-methoxybenzo[d]isoxazol-6-yl)methoxy)ethyl)carbamate NC1=NOC2=C1C(=CC(=C2)COCCNC(OC(C)(C)C)=O)OC